S(C)(=O)(=O)O.NC1=C2C(=NC=N1)N(N=C2C=2C=NC=C(C2)O)[C@@H](C)C=2OC(C1=CC=CC=C1C2C2=CC(=CC=C2)CN(C)C)=O (S)-3-(1-(4-Amino-3-(5-hydroxypyridin-3-yl)-1H-pyrazolo[3,4-d]pyrimidin-1-yl)ethyl)-4-(3-((dimethylamino)methyl)phenyl)-1H-isochromen-1-on Mesylat